1-Cyclopentyl-3-(7-(2-(5-fluoro-2-methoxypyridin-3-yl)pyrrol-1-yl)quinazolin-2-yl)urea C1(CCCC1)NC(=O)NC1=NC2=CC(=CC=C2C=N1)N1C(=CC=C1)C=1C(=NC=C(C1)F)OC